tert-butyl (R)-(1-(4-(3-chloropyridin-4-yl)phenyl)-2-hydroxyethyl)carbamate ClC=1C=NC=CC1C1=CC=C(C=C1)[C@H](CO)NC(OC(C)(C)C)=O